(S)-N-(3-cyclopropyl-1H-pyrazol-5-yl)-2-(1-(4-fluoro-3-methyl-phenyl)-1H-pyrazol-4-yl)propanamide C1(CC1)C1=NNC(=C1)NC([C@@H](C)C=1C=NN(C1)C1=CC(=C(C=C1)F)C)=O